(S)-2-(4-(4,4,5,5-tetramethyl-1,3,2-dioxaborolan-2-yl)-1H-pyrazol-1-yl)propan-3,3,3-d3-1-ol CC1(OB(OC1(C)C)C=1C=NN(C1)[C@H](CO)C([2H])([2H])[2H])C